3-methoxy-6-methoxycarbonyl-5-methylphenolate COC=1C=C(C(=C(C1)C)C(=O)OC)[O-]